C(C=CC=CCCCCC)(=O)[O-] 2,4-decadien-oate